4-oxo-4,5-dihydro-3H-1-thia-3,5,8-triazaAcenaphthene-2-carboxylic acid O=C1NC2C(SC=3N=CC=C(N1)C32)C(=O)O